N1(CCC1)C=1C=NC=C(C(=O)NCC=2N=C3N(C=C(C=C3)CN(C(OC(C)(C)C)=O)CC3CCC3)C2)C1 Tert-butyl ((2-((5-(azetidine-1-yl)nicotinamido)methyl)imidazo[1,2-a]pyridin-6-yl)methyl)(cyclobutylmethyl)carbamate